FC(C(=O)O)(F)F.C1N(CC12CNC2)C(N)=S 2,6-diazaspiro[3.3]heptan-2-carbothioamide 2,2,2-trifluoroacetate